(S)-N-(2-aminophenyl)-4-((2-(4-(4-chlorophenyl)-2,3,9-trimethyl-6H-thieno[3,2-f][1,2,4]triazolo[4,3-a][1,4]diazepin-6-yl)acetamido)methyl)benzamide NC1=C(C=CC=C1)NC(C1=CC=C(C=C1)CNC(C[C@H]1C=2N(C3=C(C(=N1)C1=CC=C(C=C1)Cl)C(=C(S3)C)C)C(=NN2)C)=O)=O